4-[(5R)-3-bromo-4,5-dihydroisoxazol-5-yl]-2-(1-methylimidazol-4-yl)-N-[3-(trifluoromethyl)phenyl]aniline BrC1=NO[C@H](C1)C1=CC(=C(NC2=CC(=CC=C2)C(F)(F)F)C=C1)C=1N=CN(C1)C